C(N)(O[C@H](C1=CC=CC=C1)CCOCCN1CC(CC1)NC(=O)OC(C)(C)C)=O (S)-(2-(2-(3-((tert-butoxycarbonyl)amino)pyrrolidine-1-yl)ethoxy)ethyl)benzyl carbamate